Cl.CC1=NNC(=C1)C1(NC=CC(=N1)N)N 2-(3-methyl-1H-pyrazol-5-yl)pyrimidine-2,4-diamine hydrochloride